Cytidinecarboxamide [C@]1([C@H](O)[C@H](O)[C@@H](CO)O1)(N1C(=O)N=C(N)C=C1)C(=O)N